P12OCC(CO1)CO2 1-phospha-2,6,7-trioxabicyclo(2.2.2)octane